C1(CC1)S(=O)(=O)NC=1SC2=C(N1)C(CC2)C(=O)NC2=CC=C(C=C2)C=2C=NC=CC2 2-(cyclopropanesulfonamido)-N-(4-(pyridin-3-yl)phenyl)-5,6-dihydro-4H-cyclopenta[d]thiazole-4-carboxamide